2-chloro-6-methyl-1,2,3,4,4a,9a-hexahydroanthraquinone ClC1CC2C(C3=CC=C(C=C3C(C2CC1)=O)C)=O